3-(1-methyl-7-((1-(4,5,6,7-tetrahydrobenzo[b]thiophene-2-carbonyl)piperidin-4-yl)oxy)-1H-indazol-3-yl)piperidine-2,6-dione CN1N=C(C2=CC=CC(=C12)OC1CCN(CC1)C(=O)C1=CC2=C(S1)CCCC2)C2C(NC(CC2)=O)=O